C1(CCCCC1)C1CCN(CC1)C(C(=O)N[C@@H](C(=O)NCC1=CC=C(C=C1)O)CCCNC(=N)N)C1=CC=CC=C1 (2R)-2-(2-(4-cyclohexylpiperidin-1-yl)-2-phenylacetamido)-5-guanidino-N-(4-hydroxybenzyl)pentanamide